hydroxy-8-((1R,2R)-2-hydroxycyclopentyl)-2-((1-(methylsulfonyl)piperidin-4-yl)amino)pterin ONC1(N=C2N(C=CN=C2C(N1)=O)[C@H]1[C@@H](CCC1)O)NC1CCN(CC1)S(=O)(=O)C